FC1=C(CN2C(N(CC3=CC=C(C=C23)C(=O)NCC2=C(C=C(C=C2F)F)F)C)=O)C=CC=C1OC 1-(2-fluoro-3-methoxybenzyl)-3-methyl-2-oxo-N-(2,4,6-trifluorobenzyl)-1,2,3,4-tetrahydroquinazoline-7-carboxamide